N,N,N-trimethyl-N-2-hydroxypropyl-ammonium p-tert-butylbenzoate C(C)(C)(C)C1=CC=C(C(=O)[O-])C=C1.C[N+](CC(C)O)(C)C